(R,Z)-N-(4-(3-chloro-5-(4-(3-chloroacryloyl)-1-(2,2,2-trifluoroacetyl)piperazin-2-yl)phenyl)pyridin-2-yl)acetamide ClC=1C=C(C=C(C1)[C@H]1N(CCN(C1)C(\C=C/Cl)=O)C(C(F)(F)F)=O)C1=CC(=NC=C1)NC(C)=O